Cl.C(C)C1=CC=C(C=C1)NC1N(C(=NC(=N1)N)N1CCCC1)C1=CC=C(C=C1)OC N-(4-Ethylphenyl)-N1-(4-methoxyphenyl)-6-pyrrolidin-1-yl-[1,3,5]triazine-2,4-diamine hydrochloride